N(=C=O)C=1C=CC(=NC1)C 5-isocyanato-2-methyl-pyridine